ClC1=NC=C(C(=C1F)NC(C(F)(F)F)=O)C#N (2-chloro-5-cyano-3-fluoropyridin-4-yl)-2,2,2-trifluoroacetamide